pentadecanoic acid heneicosyl ester C(CCCCCCCCCCCCCCCCCCCC)OC(CCCCCCCCCCCCCC)=O